C1(=CC=CC=C1)S(=O)C=1C=CC=2N(N1)N=NN2 6-(Phenylsulfinyl)tetrazolo[1,5-b]pyridazine